(R)-4-(1-((methylamino)methyl)isochroman-5-yl)benzonitrile, Hydrochloride Cl.CNC[C@@H]1OCCC2=C(C=CC=C12)C1=CC=C(C#N)C=C1